1-tridecanoyl-2-(9Z,12Z-heptadecadienoyl)-glycero-3-phospho-(1'-sn-glycerol) CCCCCCCCCCCCC(=O)OC[C@H](COP(=O)(O)OC[C@H](CO)O)OC(=O)CCCCCCC/C=C\C/C=C\CCCC